ClC1=NC(=C2NCN(C2=N1)C(C1=CC=CC=C1)(C1=CC=CC=C1)C1=CC=CC=C1)Cl 2,6-dichloro-9-trityl-8,9-dihydro-7H-purine